7,7-difluoro-6-(4-methylthiazol-5-yl)bicyclo[4.1.0]heptan-2-ol FC1(C2(CCCC(C12)O)C1=C(N=CS1)C)F